COC(=O)[C@@H]1COC[C@H](C1)OC1=CC=C(C=C1)C1=C(C(=NO1)C)CCl |r| (±)-trans-5-(4-(4-(chloromethyl)-3-methylisoxazol-5-yl)phenoxy)tetrahydro-2H-pyran-3-carboxylic acid methyl ester